ClC=1C=C(C(=C(C1)C1=CC=C(C=C1)C(C(=O)O)C)NS(=O)(=O)C=1C=NC=C(C1)C)F 2-{5'-chloro-3'-fluoro-2'-[(5-methylpyridine-3-sulfonyl)amino][1,1'-biphenyl]-4-yl}propanoic acid